CC=1CCCCC1 4-methyl-cyclohex-4-ene